rac-(2S,3S)-10-((5-chloro-2-((3S,5R)-3,5-dimethylpiperidin-1-yl)pyrimidin-4-yl)amino)-2,3,7-trimethyl-2,3-dihydro-[1,4]oxazepino[6,5-c]quinoline-5,6(1H,7H)-dione ClC=1C(=NC(=NC1)N1C[C@H](C[C@H](C1)C)C)NC1=CC=2C3=C(C(N(C2C=C1)C)=O)C(O[C@H]([C@@H](N3)C)C)=O |&1:30,31|